C/C(/C(=O)O)=C\C (2E)-2-methylbut-2-enoic acid